C1(=CC=CC=C1)N(C(O)=O)C1=CC(=C(C=C1)N1N=C2C(N=C(C=C2C2CC2)C(=O)N2[C@@H](C3=CC=CC=C3CC2)C)=C1)F.ClCC(=O)NC1=CC=C(C=C1)Br 2-chloro-N-(4-bromophenyl)acetamide phenyl-(R)-(4-(7-cyclopropyl-5-(1-methyl-1,2,3,4-tetrahydroisoquinoline-2-carbonyl)-2H-pyrazolo[4,3-b]pyridin-2-yl)-3-fluorophenyl)carbamate